(S)-(4-(4-(1H-pyrazol-3-yl)pyrimidin-2-yl)piperazin-1-yl)(5-phenyl-4,5-dihydro-1H-pyrazol-1-yl)methanone N1N=C(C=C1)C1=NC(=NC=C1)N1CCN(CC1)C(=O)N1N=CC[C@H]1C1=CC=CC=C1